C1(CC1)C1=C(C=C(C=C1)O)C1=C(C=2N=C(N=C(C2C=N1)N([C@H]1CNCC1)C)OC[C@]12CCCN2C[C@@H](C1)F)F 4-cyclopropyl-3-(8-fluoro-2-(((2R,7aS)-2-fluorohexahydro-1H-pyrrolizin-7a-yl)methoxy)-4-(methyl((R)-pyrrolidin-3-yl)amino)pyrido[4,3-d]pyrimidin-7-yl)phenol